(4-(2-((3S*,8aR)-7-(3-chloro-2-fluoro-6-(1H-tetrazol-1-yl)phenyl)-5-oxo-1,2,3,5,8,8a-hexahydroindolizin-3-yl)-1H-imidazol-5-yl)-3-fluoropyridin-2-yl)azetidine-3-carbonitrile ClC=1C(=C(C(=CC1)N1N=NN=C1)C1=CC(N2[C@@H](CC[C@@H]2C1)C=1NC(=CN1)C1=C(C(=NC=C1)N1CC(C1)C#N)F)=O)F |o1:16|